4-chloro-N,N-diethyl-6-[(2,2,3,3-tetrafluoropropyl)oxy]-1,3,5-triazin-2-amine ClC1=NC(=NC(=N1)OCC(C(F)F)(F)F)N(CC)CC